BrCC=1C=C(C#N)C=C(C1)OC 3-(bromomethyl)-5-methoxybenzonitrile